(E)-N,N-Diethyl-3-((4-methoxybenzyl)oxy)prop-1-en-1-amine oxide C(C)[N+](\C=C\COCC1=CC=C(C=C1)OC)(CC)[O-]